C[SiH](C)C dimethyl-methylsilane